C(#N)C1=C(C=CC(=C1)C1=NC(=NC(=N1)C1=CC=CC=C1)C1=CC=CC=C1)OB(O)O (2-cyano-4-(4,6-diphenyl-1,3,5-triazin-2-yl)phenyl)boric acid